C(C)(C)(C)OOCC(C)(C1=CC=CC=C1)C1=CC=C(C=C1)C(COOC(C)(C)C)(C)C1=CC=CC=C1 1,4-bis(tert-butylperoxycumyl)benzene